NC=1C=2N(C=CN1)C(=NC2C2=CC(=C(C=C2)NC(OC(C)(C)C)=O)OC)[C@@H]2COCC2 (R)-tert-butyl (4-(8-amino-3-(tetrahydrofuran-3-yl)imidazo[1,5-a]pyrazin-1-yl)-2-methoxyphenyl)carbamate